methyl-N-(t-butoxycarbonyl)-L-leucyl-L-phenylalanyl-S-(methyl-d3)-L-cysteine CN([C@@H](CC(C)C)C(=O)N[C@@H](CC1=CC=CC=C1)C(=O)N[C@@H](CSC([2H])([2H])[2H])C(=O)O)C(=O)OC(C)(C)C